1-(4-(4-(6-(2-aminopyridin-4-yl)quinazolin-4-yl)-2-fluorophenyl)piperazin-1-yl)ethan-1-one NC1=NC=CC(=C1)C=1C=C2C(=NC=NC2=CC1)C1=CC(=C(C=C1)N1CCN(CC1)C(C)=O)F